NC=1N=C(C=C2C=C(N=CC12)NC(=O)[C@H]1[C@@H](C1)C=1C=NN(C1)C)C=1C=NC(=CC1C)C1=NN(C=C1)C |r| (±)-(trans)-N-(8-amino-6-(4-methyl-6-(1-methyl-1H-pyrazol-3-yl)pyridin-3-yl)-2,7-naphthyridin-3-yl)-2-(1-methyl-1H-pyrazol-4-yl)cyclopropane-1-carboxamide